C(C=CCCC)=O 2-hexene-aldehyde